C(C=C)OC(=O)NC[C@H](CNCC1(CN(C1)C(=O)OC(C)(C)C)O)O tert-butyl 3-[[[(2S)-3-(allyloxycarbonylamino)-2-hydroxypropyl]amino]methyl]-3-hydroxy-azetidine-1-carboxylate